(3-methyl-2-oxo-5-vinyl-benzoimidazol-1-yl)piperidine-2,6-dione CN1C(N(C2=C1C=C(C=C2)C=C)N2C(CCCC2=O)=O)=O